C(C)OC(C(CC1=CC=C(C=C1)OCCOCC)N1CCN(CCN(CCN(CC1)CC(=O)O)CC(=O)O)CC(=O)O)=O 2,2',2''-(10-{1-ethoxy-3-[4-(2-ethoxyethoxy)phenyl]-1-oxopropan-2-yl}-1,4,7,10-tetraaza-cyclododecane-1,4,7-triyl)triacetic acid